ClC=1C=C2C(=CC=NC2=CC1)C=1C=C(C(=NC1)OC[C@](CC(C)C)(N)C)C (S)-1-((5-(6-chloroquinolin-4-yl)-3-methylpyridin-2-yl)oxy)-2,4-dimethylpentan-2-amine